FC(OC1=CC=C(C(=O)NCC=2C(=NC=NC2)OC)C=C1)F 4-(difluoromethoxy)-N-[(4-methoxypyrimidin-5-yl)methyl]benzamide